O=CC(CCO)NC(=O)OCC1C2=CC=CC=C2C=2C=CC=CC12 4-oxo-3-[((9H-fluoren-9-ylmethyl)oxycarbonyl)amino]-1-butanol